2-chloro-5-(4-(piperidin-4-ylamino)pyrido[3,2-d]pyrimidin-6-yl)pyridine ClC1=NC=C(C=C1)C=1C=CC=2N=CN=C(C2N1)NC1CCNCC1